tert-butyl (S)-5-(((R)-tert-butylsulfinyl)amino)-2-methyl-5,7-dihydrospiro[cyclopenta[b]pyridine-6,4'-piperidine]-1'-carboxylate C(C)(C)(C)[S@@](=O)N[C@@H]1C=2C(=NC(=CC2)C)CC12CCN(CC2)C(=O)OC(C)(C)C